2-(4-chlorobenzoyl)-3-fluoro-5-[1-hydroxy-1-(oxan-4-yl)propyl]benzoic acid ClC1=CC=C(C(=O)C2=C(C(=O)O)C=C(C=C2F)C(CC)(C2CCOCC2)O)C=C1